C(C1=CC=CC=C1)N1C[C@@H]2[C@@H]3C[C@@H]3[C@H](C1)N2C(=O)OC(C)(C)C tert-butyl (1R,2S,4R,5S)-7-benzyl-7,9-diazatricyclo[3.3.1.02,4]nonane-9-carboxylate